N-(6-chloropyridin-3-yl)-6-(2-(1-methyl-1H-pyrazol-4-yl)ethoxy)isoquinolin-1-amine ClC1=CC=C(C=N1)NC1=NC=CC2=CC(=CC=C12)OCCC=1C=NN(C1)C